N-(6-amino-5-ethylpyridin-3-yl)-2-((2R,5S)-2-(2-(3-(dimethylamino)Propyl)benzo[d]thiazol-5-yl)-5-methylpiperidin-1-yl)-2-oxoacetamide NC1=C(C=C(C=N1)NC(C(=O)N1[C@H](CC[C@@H](C1)C)C=1C=CC2=C(N=C(S2)CCCN(C)C)C1)=O)CC